methyl 3-((2-((S)-(((benzyloxy)carbonyl)amino)((1r,4S)-4-methylcyclohexyl)methyl)imidazo[1,2-b]pyridazin-6-yl)methyl)-4-methyl-2-oxopiperidine-3-carboxylate C(C1=CC=CC=C1)OC(=O)N[C@H](C=1N=C2N(N=C(C=C2)CC2(C(NCCC2C)=O)C(=O)OC)C1)C1CCC(CC1)C